{3-[(4-chloro-2-fluorophenyl)methoxy]-4-fluorophenyl}piperidine TFA salt OC(=O)C(F)(F)F.ClC1=CC(=C(C=C1)COC=1C=C(C=CC1F)N1CCCCC1)F